tert-butyl (S)-3-((4-(N-(tert-butoxycarbonyl)-N-(thiazol-4-yl)sulfamoyl)-2-chloro-5-fluorophenyl)(ethyl)amino)pyrrolidine-1-carboxylate C(C)(C)(C)OC(=O)N(S(=O)(=O)C1=CC(=C(C=C1F)N([C@@H]1CN(CC1)C(=O)OC(C)(C)C)CC)Cl)C=1N=CSC1